4-fluoro-N-(quinolin-8-yl)benzamide FC1=CC=C(C(=O)NC=2C=CC=C3C=CC=NC23)C=C1